C(C)OC(=O)C1=CC=CC2=C1N(C(=N2)OCC)CC2=CC=C(C=C2)C2=C(C=CC=C2)NC=O 1-[[2'-formamido[1,1'-biphenyl]-4-yl]methyl]-2-ethoxy-1H-benzimidazole-7-carboxylic acid ethyl ester